NCC=1C=C(C=2N(C1)C=NN2)C2=C(C=C(C#N)C=C2)OC2=CC(=NC(=C2)N2CCOCC2)C 4-[6-(aminomethyl)-[1,2,4]triazolo[4,3-a]pyridin-8-yl]-3-(2-methyl-6-morpholin-4-ylpyridin-4-yl)oxybenzonitrile